NC1=C(C(=NC=N1)C=1C=NN(C1)[C@H](CN)C1=CC=CC=C1)C1=CC=C(C=C1)Cl (2S)-2-{4-[6-amino-5-(p-chlorophenyl)-4-pyrimidinyl]-1H-pyrazol-1-yl}-2-phenylethanamine